2-methyl-N-[[4-[6-(trifluoromethyl)-3-pyridinyl]thiazol-2-yl]methyl]propan-1-amine CC(CNCC=1SC=C(N1)C=1C=NC(=CC1)C(F)(F)F)C